COC=1C=C(C=C2CCC(OC12)C=1N=C(SC1)C)CN (8-methoxy-2-(2-methylthiazol-4-yl)chroman-6-yl)methylamine